[trans-4-[4-(2-Fluoroethoxy)phenyl]piperidin-3-yl]methoxyl-isoindolin-1-one FCCOC1=CC=C(C=C1)[C@H]1[C@@H](CNCC1)CON1C(C2=CC=CC=C2C1)=O